COCCOCCOCCOCCOCCOCCOCCOC1=CC=C(N=N1)N 6-[2-[2-[2-[2-[2-[2-(2-methoxyethoxy)ethoxy]ethoxy]ethoxy]ethoxy]ethoxy]ethoxy]pyridazin-3-amine